(Z)-5-(2-cyano-3-cyclopropyl-1-hydroxy-3-oxoprop-1-en-1-yl)-2-hydroxybenzonitrile C(#N)/C(=C(/O)\C=1C=CC(=C(C#N)C1)O)/C(=O)C1CC1